methyl 2'-methoxy-[1,1'-biphenyl]-4-carboxylate COC1=C(C=CC=C1)C1=CC=C(C=C1)C(=O)OC